CS(=O)(=O)[O-].C(CCCCCCCC)[NH+]1C(=CC=C1)CCCC 1-Nonyl-2-butylpyrrolium methansulfonat